NC1=CC(=C(OC2=CC=C(C=C2)C2=C(C=3CC4=CC=CC=C4C3C=C2)C2=CC=C(C=C2)OC2=C(C=C(C=C2)N)O)C=C1)O bis[4-(4-amino-2-hydroxyphenoxy)phenyl]fluorene